(2-chloro-5-methylthiazol-4-yl)propan-2-ol tert-butyl-N-(1-acetylcyclopropyl)-N-methylcarbamate C(C)(C)(C)CN(C(=O)OC(CC=1N=C(SC1C)Cl)C)C1(CC1)C(C)=O